C(C)(C)(C)C1=C(C=CC(=C1)C(C)(C)C)OP(=O)(O)O.C1(CC1)N1N=C(C(=C1)OC=1C=CC(=C(N)C1)C(F)(F)F)C1CCOCC1 5-((1-cyclopropyl-3-(tetrahydro-2H-pyran-4-yl)-1H-pyrazol-4-yl)oxy)-2-(trifluoromethyl)aniline 2,4-Di-tert-butylphenyl-hydrogenphosphate